2-(4-(2-((5-cyclopropyl-1,3,4-thiadiazol-2-yl)amino)-2-oxoethyl)-2-fluorophenoxy)pyridine-3-carboxamide C1(CC1)C1=NN=C(S1)NC(CC1=CC(=C(OC2=NC=CC=C2C(=O)N)C=C1)F)=O